3-fluoro-4-[[5-[3-(hydroxymethyl)cyclobutyl]pyrimidin-2-yl]amino]benzenesulfonamide FC=1C=C(C=CC1NC1=NC=C(C=N1)C1CC(C1)CO)S(=O)(=O)N